(2,6-dichloro-3,5-dimethoxyphenyl)-1-(4-methoxybenzyl)-4,5,6,7-tetrahydro-1H-indazol-3-amine ClC1=C(C(=C(C=C1OC)OC)Cl)C1C=2C(=NN(C2CCC1)CC1=CC=C(C=C1)OC)N